C(=O)[O-].C(CCCCCCC)[N+](CCO)(C)C mono-octyl-dimethyl-hydroxyethyl-ammonium formate